C1=CC=CC=2N(CC3=C(C=CC21)C=CC=C3)C(CCCCCNC(C(F)(F)F)=O)=O N-[6-(6H-dibenzo[b,f]azocin-5-yl)-6-oxo-hexyl]-2,2,2-trifluoro-acetamide